(R)-3,3-diethyl-5-(2-(4-(4-(trifluoromethyl)phenyl)piperazin-1-yl)ethyl)pyrrolidin-2-one C(C)C1(C(N[C@H](C1)CCN1CCN(CC1)C1=CC=C(C=C1)C(F)(F)F)=O)CC